O=C1N2[C@H](OC13CCN(CC3)C(=O)OC(C)(C)C)CC[C@H]2C(=O)OC 1-(tert-butyl) 5'-methyl (5'S,7a'R)-3'-oxotetrahydro-3'H-spiro[piperidine-4,2'-pyrrolo[2,1-b]oxazole]-1,5'-dicarboxylate